(S)-2-((4-(6-(imidazo[1,5-a]pyridin-7-ylmethoxy)pyridin-2-yl)piperidin-1-yl)methyl)-1-(oxetan-2-ylmethyl)-1H-benzo[d]imidazole-6-carboxylate C=1N=CN2C1C=C(C=C2)COC2=CC=CC(=N2)C2CCN(CC2)CC2=NC1=C(N2C[C@H]2OCC2)C=C(C=C1)C(=O)[O-]